tert-butyl (4-(5-(2-fluorobenzamido)-1-methyl-1H-pyrazol-3-yl)phenyl)carbamate FC1=C(C(=O)NC2=CC(=NN2C)C2=CC=C(C=C2)NC(OC(C)(C)C)=O)C=CC=C1